4-(8-(difluoromethoxy)-11H-indolo[3,2-c]isoquinolin-11-yl)-N-hydroxybutyramide FC(OC=1C=C2C(=CC1)N(C1=C2N=CC2=CC=CC=C12)CCCC(=O)NO)F